3,6-dihydropyridine-1(2H)-carboxylic acid benzyl ester C(C1=CC=CC=C1)OC(=O)N1CCC=CC1